3-[piperazin-1-yl]pyrazin-2(1H)-one N1(CCNCC1)C=1C(NC=CN1)=O